[N+](=O)([O-])C1=CC=C(OCCC(C=2SC=CC2)N(C)C)C=C1 3-(4-nitrophenoxy)-1-(thiophen-2-yl)-N,N-dimethylpropylamine